2-(1-(2-(methylamino)-5-nitrophenyl)-1H-imidazol-4-yl)-5-(trifluoromethyl)phenol CNC1=C(C=C(C=C1)[N+](=O)[O-])N1C=NC(=C1)C1=C(C=C(C=C1)C(F)(F)F)O